7-[2-[[(E)-3-[4-(trifluoromethyl)phenyl]prop-2-enoyl]amino]acetyl]-6,8-dihydro-5H-imidazo[1,2-a]pyrazine-2-carboxylic acid FC(C1=CC=C(C=C1)/C=C/C(=O)NCC(=O)N1CC=2N(CC1)C=C(N2)C(=O)O)(F)F